4-((3-(4-methyl-2-oxo-1,4-diazepin-1-yl)propyl)amino)pyrimidine-5-carbonitrile CN1CC(N(C=CC1)CCCNC1=NC=NC=C1C#N)=O